N-(cyanomethyl)-4-[2-(4-morpholin-4-ylanilino)pyrimidin-4-yl]benzamide C(#N)CNC(C1=CC=C(C=C1)C1=NC(=NC=C1)NC1=CC=C(C=C1)N1CCOCC1)=O